(S)-2-(4-((2-(3,5-dichloro-phenyl)-6-((2-(4-methyl-piperazin-1-yl)pyrimidin-5-yl)oxy)pyridin-4-yl)methyl)-1,4-oxazepan-7-yl)ethanol ClC=1C=C(C=C(C1)Cl)C1=NC(=CC(=C1)CN1CCO[C@@H](CC1)CCO)OC=1C=NC(=NC1)N1CCN(CC1)C